C(C)(C)NC1CC(C1)C(=O)NC1=C(C2=C(CN(CC2)C(=O)OC(C)(C)C)S1)C=1SC2=C(N1)C=CC(=C2)N2C=NC(=C2)C tert-Butyl 2-(3-(isopropylamino)cyclobutane-1-carboxamido)-3-(6-(4-methyl-1H-imidazol-1-yl)benzo[d]thiazol-2-yl)-4,7-dihydrothieno[2,3-c]pyridine-6(5H)carboxylate